ClC1=NC=2CCN(CC2C=C1)C1=NC(=NC(=C1)C1=CC(=CC=C1)OC)N 4-(2-Chloro-7,8-dihydro-1,6-naphthyridin-6(5H)-yl)-6-(3-methoxyphenyl)pyrimidin-2-amine